N-[3-cyano-4-(4,4,5,5-tetramethyl-1,3,2-dioxaborolan-2-yl)benzothien-2-yl]carbamic acid tert-butyl ester C(C)(C)(C)OC(NC=1SC2=C(C1C#N)C(=CC=C2)B2OC(C(O2)(C)C)(C)C)=O